N-((3S,5S)-1-((3S,4R)-1-(tert-butyl)-4-(4-chlorophenyl)pyrrolidine-3-carbonyl)-5-(morpholine-4-carbonyl)pyrrolidin-3-yl)-N-(4,4-dimethylcyclohexyl)isobutyramide hydrochloride Cl.C(C)(C)(C)N1C[C@H]([C@@H](C1)C1=CC=C(C=C1)Cl)C(=O)N1C[C@H](C[C@H]1C(=O)N1CCOCC1)N(C(C(C)C)=O)C1CCC(CC1)(C)C